NC1=C(C=C(C=C1)S(=O)(=O)N)F 4-amino-3-fluorobenzenesulfonamide